CC=1C(=C(C(=C(O)C1)C)C)C(C)(C)C1=CC=C(C=C1)O trimethylbisphenol A